6-(2-chlorophenyl)-N-(4-(4-methylpiperazin-1-yl)phenyl)-8,9-dihydroimidazo[1',2':1,6]pyrido[2,3-d]pyrimidin-2-amine ClC1=C(C=CC=C1)C1=CC2=C(N=C(N=C2)NC2=CC=C(C=C2)N2CCN(CC2)C)N2C1=NCC2